N1C[C@@H](CCC1)NC1=NN2C(C=CC(=C2O[C@@H]2COCC2)C=2C=NNC2)=N1 N-((R)-piperidin-3-yl)-6-(1H-pyrazol-4-yl)-5-(((S)-tetrahydrofuran-3-yl)oxy)-[1,2,4]triazolo[1,5-a]pyridin-2-amine